C(C)N(C(=O)C1=C(OC2=C(N=CN=N2)N2CC3(C2)CCN(CC3)C(=O)OC(C)(C)C)C=CC(=C1)F)C(C)C tert-butyl 2-(6-{2-[ethyl (propan-2-yl) carbamoyl]-4-fluorophenoxy}-1,2,4-triazin-5-yl)-2,7-diazaspiro[3.5]nonane-7-carboxylate